CC(CCOC(COCCCCCCCC(=O)OC\C=C/CCCCCC)COCCOCCOCCOCCOC(C1=CC=CC=C1)(C1=CC=CC=C1)C1=CC=CC=C1)CCC[C@@H](CCC[C@@H](CCCC(C)C)C)C [(Z)-non-2-enyl] 8-[2-[(7R,11R)-3,7,11,15-tetramethylhexadecoxy]-3-[2-[2-[2-(2-trityloxyethoxy)ethoxy]ethoxy]ethoxy]propoxy]octanoate